C1([C@@H](O)[C@H](O)[C@H](O)[C@@H](O1)C)O[C@H]1C(O)O[C@@H]([C@H]([C@@H]1O)O[C@H]1[C@H](OC2[C@@H](O)[C@H](O)[C@H](O)[C@@H](O2)C)[C@@H](O)[C@@H](O)[C@H](O1)CO)CO 2,2'-di-O-fucosyllactose